6-(2-aminopyrimidin-5-yl)-N-(4-(pyrrolidin-1-ylmethyl)pyridin-2-yl)-benzo[d]thiazol-2-amine NC1=NC=C(C=N1)C1=CC2=C(N=C(S2)NC2=NC=CC(=C2)CN2CCCC2)C=C1